COC1=C(CNC=2C=NC=CC2C(=O)O)C=CC(=C1)OC 3-[(2,4-dimethyloxybenzyl)amino]pyridine-4-carboxylic acid